5-methyl-1,2,3-oxathiazolidine-3,4-dicarboxylate 2-oxide CC1C(N(S(O1)=O)C(=O)[O-])C(=O)[O-]